N[C@@H](C(=O)NC1=CC(=C(C=C1)C1=C2C(=NC=C1)NC(=C2)C)OC)CC(C)(C)C (2R)-2-Amino-N-[3-methoxy-4-(2-methyl-1H-pyrrolo[2,3-b]pyridin-4-yl)phenyl]-4,4-dimethyl-pentanamide